1-(3-bromopyridine-2-yl)-N-(3-fluoro-4-((1-isopropyl-2-oxo-2,3-dihydro-1H-imidazo[4,5-b]pyridine-7-yl)oxy)phenyl)-5-(trifluoromethyl)-1H-pyrazole-4-carboxamide BrC=1C(=NC=CC1)N1N=CC(=C1C(F)(F)F)C(=O)NC1=CC(=C(C=C1)OC1=C2C(=NC=C1)NC(N2C(C)C)=O)F